ClC=1C=C2C(=CN=C(C2=CN1)N1[C@@H]([C@@H](C1)O)C)C(C)C (2R,3R)-1-(6-chloro-4-(propan-2-yl)-2,7-naphthyridin-1-yl)-2-methylazetidin-3-ol